O1C(CCCC1)N1N=CC(=C1)N1C=C(N=CC1=O)C(=O)O 4-[1-(oxan-2-yl)pyrazol-4-yl]-5-oxopyrazine-2-carboxylic acid